ClC=1C=2C(=N[C@H](C3=NN=C(N3C2C=NC1C(F)(F)F)C)C)C1=C(C=CC=C1F)F (7S)-11-chloro-9-(2,6-difluorophenyl)-3,7-dimethyl-12-(trifluoromethyl)-2,4,5,8,13-pentazatricyclo[8.4.0.02,6]tetradeca-1(10),3,5,8,11,13-hexaene